C(C)(C)(C)NS(=O)(=O)C1=CC=C(C=C1)NC(=O)C1N(CC2=CC=CC=C2C1)C(C1=CC=C(C=C1)F)=O N-(4-(N-tert-butylsulfamoyl)phenyl)-2-(4-fluorobenzoyl)-1,2,3,4-tetrahydroisoquinoline-3-carboxamide